N=1C=NN2C1C(=CC=C2)CCC[C@H]2C[C@@H]1N(CCN(C1)C1=NC=C(C=N1)F)C2=O (7S,8aS)-7-(3-([1,2,4]triazolo[1,5-a]pyridin-8-yl)propyl)-2-(5-fluoropyrimidin-2-yl)hexahydropyrrolo[1,2-a]pyrazin-6(2H)-one